1,3,5-benzenetricarboxylic acid tris(2-tert-butylcyclohexylamide) C(C)(C)(C)C1C(CCCC1)NC(=O)C1=CC(=CC(=C1)C(=O)NC1C(CCCC1)C(C)(C)C)C(=O)NC1C(CCCC1)C(C)(C)C